FC1=C(C=CC=C1)C=1C=C2C(=NC1)N(C(=C2)C(=O)OC)S(=O)(=O)C2=CC=C(C=C2)C methyl 5-(2-fluorophenyl)-1-(p-tolylsulfonyl)pyrrolo[2,3-b]pyridine-2-carboxylate